(2S,4R)-4-((tert-butyldimethylsilyl)oxy)-1-((S)-2-(4-((1r,4S)-4-(hydroxymethyl)cyclohexyl)-1H-1,2,3-triazol-1-yl)-3-methylbutanoyl)pyrrolidine-2-carboxylic acid [Si](C)(C)(C(C)(C)C)O[C@@H]1C[C@H](N(C1)C([C@H](C(C)C)N1N=NC(=C1)C1CCC(CC1)CO)=O)C(=O)O